N-((1S,3R)-2-(2,2-difluoro-3-hydroxypropyl)-5-fluoro-1-(5-((1-(3-fluoropropyl)azetidin-3-yl)amino)pyridin-2-yl)-3-methyl-1,2,3,4-tetrahydroisoquinolin-6-yl)ethanesulfonamide FC(CN1[C@@H](C2=CC=C(C(=C2C[C@H]1C)F)NS(=O)(=O)CC)C1=NC=C(C=C1)NC1CN(C1)CCCF)(CO)F